CC(C(=O)N[C@H](C(=O)O)CCCCCCCC1=NC=2NCCCC2C=C1)(C)C=1C=NC=CC1 (S)-2-(2-methyl-2-(pyridin-3-yl)propionamido)-9-(5,6,7,8-tetrahydro-1,8-naphthyridin-2-yl)nonanoic acid